ClC=1N=C(NC1[C@H]1[C@H](CN(CC1)S(=O)(=O)C1CN(C1)C(=O)N)C)C1=NC=C(C=C1)F 3-[[(3R,4R)-4-[4-Chloro-2-(5-fluoro-2-pyridyl)-1H-imidazol-5-yl]-3-methyl-1-piperidyl]sulfonyl]azetidine-1-carboxamide